2-[5-fluoro-2-(methoxymethoxy)-phenyl]-2-[6-[4-(1-methyl-4-piperidyl)-phenyl]-4-oxo-quinazolin-3-yl]acetic acid FC=1C=CC(=C(C1)C(C(=O)O)N1C=NC2=CC=C(C=C2C1=O)C1=CC=C(C=C1)C1CCN(CC1)C)OCOC